methyl-ethyl-zinc phosphate P(=O)(O)(O)O.C[Zn]CC